2-((5-chloro-2-((6-((4-methylpiperazin-1-yl)methyl)pyridin-3-yl)amino)pyrimidin-4-yl)amino)-N,N-dimethylbenzenesulfonamide ClC=1C(=NC(=NC1)NC=1C=NC(=CC1)CN1CCN(CC1)C)NC1=C(C=CC=C1)S(=O)(=O)N(C)C